N-[4-Amino-1-(2-trimethylsilylethoxymethyl)pyrazolo[4,3-c]pyridin-7-yl]-2-oxo-2-[(2R,5S)-2-[3-[2-(dimethylamino)ethoxy]phenyl]-5-methyl-1-piperidyl]acetamide NC1=NC=C(C2=C1C=NN2COCC[Si](C)(C)C)NC(C(N2[C@H](CC[C@@H](C2)C)C2=CC(=CC=C2)OCCN(C)C)=O)=O